(3-chloro-4-fluorophenyl)magnesium chloride ClC=1C=C(C=CC1F)[Mg]Cl